2-Fluoro-N1-((R)-2-phenyl-1-(4,4,5,5-tetramethyl-1,3,2-dioxaborolan-2-yl)ethyl)-N3-(3-(trifluoromethoxy)benzyl)malonamide FC(C(=O)N[C@@H](CC1=CC=CC=C1)B1OC(C(O1)(C)C)(C)C)C(=O)NCC1=CC(=CC=C1)OC(F)(F)F